C(C)NC(CC1=C(OC2=C(C(=C(C=C2C1=O)OC)O)C=O)C)=O N-ethyl-2-(8-formyl-7-hydroxy-6-methoxy-2-methyl-4-oxo-4H-chromen-3-yl)acetamide